(2Z)-3-(4-chlorophenyl)but-2-enenitrile ClC1=CC=C(C=C1)\C(=C/C#N)\C